C1(CC1)C1=C(C(=NO1)C1=C(C=CC=C1Cl)Cl)C1=CC2(C1)CCN(CC2)C2=NC=CC=N2 2-(2-(5-Cyclopropyl-3-(2,6-dichlorophenyl)isoxazol-4-yl)-7-azaspiro[3.5]non-1-en-7-yl)pyrimidin